C(CCCCCCCCCCCCCCCCC)OCCCN 3-stearyloxypropylamine